N-{[4-(benzenesulfonyl)phenyl]meth-yl}imidazo[1,2-a]pyrimidine-6-carboxamide C1(=CC=CC=C1)S(=O)(=O)C1=CC=C(C=C1)CNC(=O)C=1C=NC=2N(C1)C=CN2